2-methoxy-5-[1-(3,4,5-trimethoxyphenyl)-1H-imidazo[4,5-c]pyridin-2-yl]phenol COC1=C(C=C(C=C1)C=1N(C2=C(C=NC=C2)N1)C1=CC(=C(C(=C1)OC)OC)OC)O